t-Butyl 4-((2-(1H-indol-3-yl)ethyl)amino)-2-chloro-7,8-dihydropyrido[4,3-d]pyrimidine-6(5H)-carboxylate N1C=C(C2=CC=CC=C12)CCNC=1C2=C(N=C(N1)Cl)CCN(C2)C(=O)OC(C)(C)C